BrC=1C2=C(C=NC1)C=NN2CC 7-bromo-1-ethyl-pyrazolo[4,3-c]pyridine